N-(2-(7-(tert-butoxy)naphthalen-1-yl-3-d)ethyl)acetamide C(C)(C)(C)OC1=CC=C2C=C(C=C(C2=C1)CCNC(C)=O)[2H]